BrC1=CC(=C(O[Si](C)(C)C(C)(C)C)C=C1)C1OCCO1 4-bromo-2-(1,3-dioxolan-2-yl)phenoxy(tert-butyl)dimethylsilane